tert-butyl 3-(3-benzyloxycyclobutanecarbonyl)-5-methyl-2-oxo-piperidine-1-carboxylate C(C1=CC=CC=C1)OC1CC(C1)C(=O)C1C(N(CC(C1)C)C(=O)OC(C)(C)C)=O